5,10,15,20-tetrakis(2-(2,3,3,3-tetrafluoro-2-(heptafluoropropoxy)propanoylamino)phenyl)porphyrin cobalt [Co].FC(C(=O)NC1=C(C=CC=C1)C=1C2=CC=C(N2)C(=C2C=CC(C(=C3C=CC(=C(C=4C=CC1N4)C4=C(C=CC=C4)NC(C(C(F)(F)F)(F)OC(C(C(F)(F)F)(F)F)(F)F)=O)N3)C3=C(C=CC=C3)NC(C(C(F)(F)F)(F)OC(C(C(F)(F)F)(F)F)(F)F)=O)=N2)C2=C(C=CC=C2)NC(C(C(F)(F)F)(F)OC(C(C(F)(F)F)(F)F)(F)F)=O)(C(F)(F)F)OC(C(C(F)(F)F)(F)F)(F)F